ClC1=CN=CC(=N1)N1CCN(CC1)C(C)=O 1-(4-(6-chloropyrazin-2-yl)piperazin-1-yl)ethan-1-one